C(C1=CC=CC=C1)OC=1C=C(C(=O)Cl)C=CN1 2-(benzyloxy)isonicotinic acid chloride